Br[C@H](C)C1CCCCC1 |r| racemic-(1-bromoethyl)cyclohexane